methyl 3-(1,2,3,4-tetrahydroquinolin-6-yl)propanoate N1CCCC2=CC(=CC=C12)CCC(=O)OC